The molecule is a para-terphenyl that is 1,1':4',1''-terphenyl substituted by methoxy groups at positions 3' and 6', a prenyl group at position 5 and hydroxy groups at positions 2', 3, 4 and 4''. Isolated from the fungus, Aspergillus taichungensis, it exhibits cytotoxic activity. It has a role as an antineoplastic agent and an Aspergillus metabolite. It is a para-terphenyl, a member of catechols and a dimethoxybenzene. CC(=CCC1=C(C(=CC(=C1)C2=C(C=C(C(=C2O)OC)C3=CC=C(C=C3)O)OC)O)O)C